C(C)(C)(C)[AsH2] tert-butyl-arsine